CC1=CC=C(C=C1)S(=O)(=O)OC=1N=C(N(C(C1C)=O)C1=C(C(=CC=C1)C#N)Cl)C 1-(2-chloro-3-cyanophenyl)-2,5-dimethyl-6-oxo-1,6-dihydropyrimidin-4-yl 4-methylbenzene-1-sulfonate